FC=1C(=CC(=NC1)OC)C(C(=O)O)C 2-(5-fluoro-2-methoxypyridin-4-yl)propanoic Acid